bis(3,3'-t-butylphenol) butyrate C(CCC)(=O)O.C(C)(C)(C)C1=C(C=CC=C1)O.C(C)(C)(C)C1=C(C=CC=C1)O